C(C)OC(CCCCCCCCCCC\C=C\C=CCC)OCC trans-1,1-diethoxy-13,15-octadecadien